tert-butyl (R)-3-(N-(8-methylisoquinolin-1-yl)-4-(3-nitrophenyl)piperidine-1-carboxamido)-piperidine-1-carboxylate CC=1C=CC=C2C=CN=C(C12)N(C(=O)N1CCC(CC1)C1=CC(=CC=C1)[N+](=O)[O-])[C@H]1CN(CCC1)C(=O)OC(C)(C)C